methoxymethyl 4-(benzyloxy)-2-methoxy-3,5,6-trimethylbenzoate C(C1=CC=CC=C1)OC1=C(C(=C(C(=O)OCOC)C(=C1C)C)OC)C